3,3-difluoroallyl-sulfonium FC(=CC[SH2+])F